(R)-ethyl 2-acetoxy-3-(2-((2-(2-methoxyphenyl)pyrimidin-4-yl)methoxy)-5-((triisopropylsilyl)oxy)phenyl)propanoate C(C)(=O)O[C@@H](C(=O)OCC)CC1=C(C=CC(=C1)O[Si](C(C)C)(C(C)C)C(C)C)OCC1=NC(=NC=C1)C1=C(C=CC=C1)OC